2-fluoro-4-(((3S,4R)-4-hydroxy-4-(hydroxymethyl)-1-((6-(prop-1-yn-1-yl)pyridin-3-yl)sulfonyl)pyrrolidin-3-yl)oxy)benzonitrile FC1=C(C#N)C=CC(=C1)O[C@H]1CN(C[C@]1(CO)O)S(=O)(=O)C=1C=NC(=CC1)C#CC